2-(3-methylpiperazin-1-yl)-5-(trifluoromethyl)pyrimidine hydrochloride Cl.CC1CN(CCN1)C1=NC=C(C=N1)C(F)(F)F